triazinyl-(triazine) N1=NN=C(C=C1)C1=NN=NC=C1